COC1=CC(=C(OCC(=O)O)C=C1)C 2-(4-methoxy-2-methylphenoxy)acetic acid